1-(2-hydroxyacetyl)-N-methyl-pyrrolidine-3-carboxamide OCC(=O)N1CC(CC1)C(=O)NC